CCC(C(C(=O)O)N)O The molecule is a non-proteinogenic amino-acid derivative that is norvaline (2-aminopentanoic acid) in which a hydrogen at position 3 is replaced by a hydroxy group. It is a non-proteinogenic amino acid derivative and a non-proteinogenic alpha-amino acid. It derives from a 2-aminopentanoic acid.